N-(6-(4-cyclopropyl-4H-1,2,4-triazol-3-yl)pyridin-2-yl)-6-(6-methylpyridin-3-yl)quinoline-3-carboxamide C1(CC1)N1C(=NN=C1)C1=CC=CC(=N1)NC(=O)C=1C=NC2=CC=C(C=C2C1)C=1C=NC(=CC1)C